6-cyclobutyl-5-fluoropyridine-3,4-diamine C1(CCC1)C1=C(C(=C(C=N1)N)N)F